C(C=C)C1=NC(N=C1)=[Se] allyl-imidazoleselenone